α-butene C=CCC